2-((3-isopropoxy-1-methyl-1H-pyrazol-4-yl)amino)-7-((3R,4R)-4-methyltetrahydrofuran-3-yl)-7H-pyrrolo[2,3-d]pyrimidine-6-carbonitrile C(C)(C)OC1=NN(C=C1NC=1N=CC2=C(N1)N(C(=C2)C#N)[C@H]2COC[C@@H]2C)C